C1(CCCCC1)C1=CC=C(C=C1)NC1CCC(CC1)CNC(=O)[C@@H]1NC(NC1)=O (R)-N-((4-((4-cyclohexylphenyl)amino)cyclohexyl)methyl)-2-oxoimidazolidine-4-carboxamide